Cl.N[C@H](CC)C1=C2C=C(N=CC2=C(C=C1)OC)NC1=CC=C2C(=N1)C1(C(OC2=O)(C)C)CC1 (R)-2'-((5-(1-aminopropyl)-8-methoxyisoquinolin-3-yl)amino)-7',7'-dimethyl-5'H,7'H-spiro[cyclopropane-1,8'-pyrano[4,3-b]pyridin]-5'-one HCl